NCCC[C@@H]1[C@@H]([C@@H]([C@H](O1)COC(C1=CC=CC=C1)(C1=CC=C(C=C1)OC)C1=CC=C(C=C1)OC)O)OC (2R,3R,4R,5R)-5-(3-aminopropyl)-2-((bis(4-methoxyphenyl)(phenyl)-methoxy)methyl)-4-methoxytetrahydrofuran-3-ol